C1(=CC=CC=C1)C1=C2C=CN(C(C2=CN=C1)=O)CC=1N=C2N(C=C(C=C2)CNC2(CCC2)C2=CC=CC=C2)C1 5-phenyl-2-((6-(((1-phenylcyclobutyl)amino)methyl)imidazo[1,2-a]pyridin-2-yl)methyl)-2,7-naphthyridin-1(2H)-one